FC(C1=CC=C(C(=O)NC(C(=O)O)CC)C=C1)(F)F 2-(4-(trifluoromethyl)benzamido)butanoic acid